FC1(C(CN(CC1)C1CC(C1)C(=O)N)CO)F 3-[4,4-difluoro-3-(hydroxymethyl)piperidin-1-yl]cyclobutane-1-carboxamide